2,3,6,7,10,11-triphenylenehexol C1=C(C(=CC=2C3=CC(=C(C=C3C3=CC(=C(C=C3C12)O)O)O)O)O)O